O=C1N(C(C=C1)=O)CCCCCC(=O)N[C@H](C(=O)N[C@@H](C(=O)O)C)C (2R)-2-[(2S)-2-[6-(2,5-dioxopyrrol-1-yl)hexanamido]propanamido]propanoic acid